C/C/1=C\CCC(=C)[C@@H]2CC([C@@H]2CC1)(C)C (+)-9-epi-β-caryophyllene